N-ethyl-3-(4-methoxyphenyl)-N-(3-phenylpropyl)propan-1-amine C(C)N(CCCC1=CC=C(C=C1)OC)CCCC1=CC=CC=C1